ClC=1C=CC(=C(C1)C1=CC(N(C=C1OC)C(C(=O)O)CCOC)=O)C=1N=COC1 2-{4-[5-chloro-2-(1,3-oxazol-4-yl)phenyl]-5-methoxy-2-oxopyridin-1(2H)-yl}-4-methoxybutyric acid